[C@@H]12N(C[C@@H](C=C1)C2)C(CC2=C(NC1=CC(=C(C=C21)OC)F)Br)=O 1-((1S,4R)-2-azabicyclo[2.2.1]hept-5-en-2-yl)-2-(2-bromo-6-fluoro-5-methoxy-1H-indol-3-yl)ethan-1-one